COC=1C=C(C=CC1OC1OCCCC1)C1=NC2=CC(=CC(=C2C(C1OC1OCCCC1)=O)OC1OCCCC1)OC 2-(3-methoxy-4-tetrahydropyranyloxyphenyl)-7-methoxy-3,5-di-tetrahydropyranyloxyquinolin-4-one